C(CCCCC)NC1C(C2=CC=CC=C2CC1=O)=O 2-hexylamino-1,3-naphthoquinone